C=1C(=CN2C=CC=CC12)C(=O)N indolizine-2-carboxamide